7-(8-chloro-7-fluoro-3-((7-fluoro-2,3,3-trimethyl-1-oxoisoindoline-5-yl)amino)isoquinolin-6-yl)-8-methyl-2,3-dihydro-1H-pyrido[2,3-b][1,4]oxazine-1-carboxylic acid tert-Butyl ester C(C)(C)(C)OC(=O)N1C2=C(OCC1)N=CC(=C2C)C=2C=C1C=C(N=CC1=C(C2F)Cl)NC=2C=C1C(N(C(C1=C(C2)F)=O)C)(C)C